acetic acid-D4 [2H]C([2H])([2H])C(=O)O[2H]